N-(Naphthalen-2-ylmethyl)-3-oxo-3-phenylpropanamide C1=C(C=CC2=CC=CC=C12)CNC(CC(C1=CC=CC=C1)=O)=O